(6-bromo-1H-indol-3-yl)-2-oxoacetic acid ethyl ester C(C)OC(C(=O)C1=CNC2=CC(=CC=C12)Br)=O